C1(=CC=CC=C1)[B-](C1=CC=CC=C1)(C1=CC=CC=C1)C1=CC=CC=C1.C1(=CC=CC=C1)[B-](C1=CC=CC=C1)(C1=CC=CC=C1)C1=CC=CC=C1.C(CCC)[N+]=1C=NN(C1)C1=CC(=CC=C1)N1C=[N+](C=C1)CCCC 4-butyl-1-(3-(3-butyl-1H-imidazol-3-ium-1-yl)phenyl)-1H-1,2,4-triazol-4-ium di(tetraphenylborate)